1,1-di(tert-butyl)-3,5-dimethylcyclohexane C(C)(C)(C)C1(CC(CC(C1)C)C)C(C)(C)C